7-(1H-indol-2-ylmethyl)-2-(4-pyridinyl)-2,7-diazaspiro[4.4]nonane N1C(=CC2=CC=CC=C12)CN1CC2(CCN(C2)C2=CC=NC=C2)CC1